NC1=CC(N(CC1)C(=O)OC(C)(C)C)C=1C=NC=CC1 tert-Butyl 4-amino-5,6-dihydro-2H-[2,3-bipyridine]-1-carboxylate